6-(2,6-dichlorophenyl)-2-(2',3'-dihydro-1'H-spiro[cyclopropane-1,4'-isoquinolin]-7'-ylamino)imidazo[1,2-a]pyrimido[5,4-e]pyrimidin-5(6H)-one ClC1=C(C(=CC=C1)Cl)N1C=2N(C3=C(C1=O)C=NC(=N3)NC3=CC=C1C4(CNCC1=C3)CC4)C=CN2